C(C)(C)(C)NC(CN(C=1C2=C(N=C(N1)C1=CC=3C(C=N1)=NN(C3)C)CCC2)C)=O N-tert-butyl-2-[methyl(2-{2-methyl-2H-pyrazolo[3,4-c]pyridin-5-yl}-5H,6H,7H-cyclopenta[d]pyrimidin-4-yl)amino]acetamide